4-amino-3-fluoro-N,N-bis(methyl-d3)benzenesulfonamide NC1=C(C=C(C=C1)S(=O)(=O)N(C([2H])([2H])[2H])C([2H])([2H])[2H])F